C(C)OC([C@H](CCC1=CC=CC=C1)N[C@H](C(=O)N1[C@@H](CCC1)C(=O)O)C)=O (2S)-1-[(2S)-2-{[(2S)-1-ethoxy-1-oxo-4-phenylbutan-2-yl]amino}propionyl]pyrrolidine-2-carboxylic acid